BrC=1C2(C3=CC(=CC=C3C1)OC)CCC(CC2)(C(=O)N)NC2=CC(=CC=C2)Cl (1s,4s)-2'-bromo-4-(3-chloroanilino)-6'-methoxyspiro[cyclohexane-1,1'-indene]-4-carboxamide